rel-5-(2-fluoro-6-hydroxy-3-(((1R,2R)-2-(morpholinomethyl)cyclopropyl)ethynyl)phenyl)-1,2,5-thiadiazolidin-3-one 1,1-dioxide FC1=C(C(=CC=C1C#C[C@H]1[C@@H](C1)CN1CCOCC1)O)N1CC(NS1(=O)=O)=O |o1:9,10|